CC1=C(C(CCC1)(C)C)/C=C/C(=C/C=C/C(=C/C=C/C=C(\\C)/C=C/C=C(\\C)/C=C/C=C(\\C)/CCC=C(C)C)/C)/C The molecule is a cyclic carotene obtained by the cyclisation of lycopene. It has a role as a plant metabolite and a fungal metabolite. It is a cyclic carotene and a carotenoid beta-end group.